1,1,1-trifluoro-2,2-bis(3-nitro-4-hydroxyphenyl)ethane FC(C(C1=CC(=C(C=C1)O)[N+](=O)[O-])C1=CC(=C(C=C1)O)[N+](=O)[O-])(F)F